1,2-bis(trichloromethyl)-3,4,5,6-tetrachloro-benzene-d ClC(C1(C(C(=C(C(=C1Cl)Cl)Cl)Cl)C(Cl)(Cl)Cl)[2H])(Cl)Cl